OC1=C(C=C(C=C1)C1=CC(N(C=C1)C)=O)C=1N=NC(=CC1)OC1CC(NC(C1)(C)C)(C)C 4-(4-hydroxy-3-(6-((2,2,6,6-tetramethylpiperidin-4-yl)oxy)pyridazin-3-yl)phenyl)-1-methylpyridin-2(1H)-one